Dihydro-Alpha-Ionone CC1=CCCC(C1CCC(=O)C)(C)C